C1(CC1)C(=O)NC=1SC2=C(N1)C=CC=C2C=2C=C(C(=NC2)OC)C2=CC=C(O2)P(O)(O)=O [5-[5-[2-(cyclopropanecarbonylamino)-1,3-benzothiazol-7-yl]-2-methoxy-3-pyridyl]-2-furyl]phosphonic acid